2-(4-fluorophenyl)-3-(6-methyl-1H-pyrazolo[3,4-b]pyridin-4-yl)-6,7-dihydro-4H-pyrazolo[5,1-c][1,4]oxazine FC1=CC=C(C=C1)C1=NN2C(COCC2)=C1C1=C2C(=NC(=C1)C)NN=C2